N1(C=NC=C1)C=1C=C(C=C(C1)OC)NC1=CC=NC2=CC=C(C=C12)S(=O)(=O)C N-(3-(1H-Imidazol-1-yl)-5-Methoxyphenyl)-6-(methylsulfonyl)quinolin-4-amine